N=1N(N=C2C1C=CC=C2)C2=C(C(=CC(=C2)CCCCCCCCCCC)CCCCCCCCC)O 2-(2H-benzotriazol-2-yl)-6-nonyl-4-undecylphenol